N-(8-amino-6-chloro-2,7-naphthyridin-3-yl)-2,2-difluoro-cyclopropanecarboxamide NC=1N=C(C=C2C=C(N=CC12)NC(=O)C1C(C1)(F)F)Cl